Cl.C(C1=CC=CC=C1)OC1=C(N(C=CC1=O)C1=CC=C(C=C1)OCCCN1CCOCC1)C 3-(benzyloxy)-2-methyl-1-(4-(3-morpholinopropoxy)phenyl)pyridin-4(1H)-one hydrochloride